NS(=O)(=O)C=1C=C(C=CC1C)NC1=NC=C(C(=N1)NC1=CC=C(C=C1)OCC#C)F N2-(3-aminosulfonyl-4-methylphenyl)-5-fluoro-N4-[4-(prop-2-ynyloxy)phenyl]-2,4-pyrimidinediamine